5-oxa-2,6-diazaspiro[3.4]oct-6-ene-2-carboxylate C1N(CC12ON=CC2)C(=O)[O-]